niobium vanadium aluminum [Al].[V].[Nb]